C1(=CC=CC=C1)[C@@H](N)[C@@H]1CNC2=C(N1)N=CC=C2 (R)-phenyl((S)-1,2,3,4-tetrahydropyrido[2,3-b]pyrazin-3-yl)methanamine